CN1C=C(C=2C1=CN=C(C2)NC(C)=O)C2=CC(=C1C(=N2)C2(OCC1)COCC2)OCCN(C2COC2)C N-(1-methyl-3-(4'-(2-(methyl(oxetan-3-yl)amino)ethoxy)-4,5,5',6'-tetrahydro-2H-spiro[furan-3,8'-pyrano[3,4-b]pyridin]-2'-yl)-1H-pyrrolo[2,3-c]pyridin-5-yl)acetamide